tert-butyl (2S)-3-cyano-2-methyl-4-carbonylpiperidine-1-carboxylate C(#N)C1[C@@H](N(CCC1=C=O)C(=O)OC(C)(C)C)C